(2-(methoxy-d3)-3-(pyrimidin-2-yl)phenyl)carbamic acid tert-butyl ester C(C)(C)(C)OC(NC1=C(C(=CC=C1)C1=NC=CC=N1)OC([2H])([2H])[2H])=O